(4-fluoro-2-(3-methyl-1,2,4-oxadiazol-5-yl)phenyl)((1S,4R,6R)-6-((5-(trifluoromethyl)pyridin-2-yl)oxy)-2-azabicyclo[2.2.1]heptan-2-yl)methanone FC1=CC(=C(C=C1)C(=O)N1[C@@H]2[C@@H](C[C@H](C1)C2)OC2=NC=C(C=C2)C(F)(F)F)C2=NC(=NO2)C